Hex-2-en-6-carboxamidine CC=CCCCC(=N)N